CS(=O)(=O)C1=CC(=C(C=C1)NCC#CC=1N(C2=CC=CC(=C2C1)NC1CCS(CC1)(=O)=O)CC(F)(F)F)C(F)(F)F 4-{[2-(3-{[4-methanesulfonyl-2-(trifluoromethyl)phenyl]amino}prop-1-yn-1-yl)-1-(2,2,2-trifluoroethyl)-1H-indol-4-yl]amino}-1λ6-thiane-1,1-dione